C(C1=CC=CC=C1)OCCCCC(O)[C@H]1N(C(OC1)(C)C)C(=O)OC(C)(C)C tert-butyl (4S)-4-(5-benzyloxy-1-hydroxy-pentyl)-2,2-dimethyl-oxazolidine-3-carboxylate